NCC1=CC=C(C=C1)[C@@H]1CN(CCO1)C(=O)OC(C)(C)C (R)-tert-Butyl 2-(4-(aminomethyl)phenyl)morpholine-4-carboxylate